benzyl (bicyclo[5.1.0]octan-4-yl(6-(((5R)-2-oxo-5-(trifluoromethyl)piperidin-3-yl)methyl)imidazo[1,2-b]pyridazin-2-yl)methyl)carbamate C12CCC(CCC2C1)C(C=1N=C2N(N=C(C=C2)CC2C(NC[C@@H](C2)C(F)(F)F)=O)C1)NC(OCC1=CC=CC=C1)=O